Tert-butyl (3S,4R)-3-fluoro-4-((2-(hydrazinecarbonyl)-1-(2,2,2-trifluoroethyl)-1H-indol-4-yl)amino)piperidine-1-carboxylate F[C@H]1CN(CC[C@H]1NC1=C2C=C(N(C2=CC=C1)CC(F)(F)F)C(=O)NN)C(=O)OC(C)(C)C